CN1N=CC2=CC(=C(C=C12)OC1=CC=C(C=C1)OCCCN1C(CCC1=O)C)C(=O)N 1-methyl-6-[4-[3-(2-methyl-5-oxo-pyrrolidin-1-yl)propoxy]phenoxy]indazole-5-carboxamide